NC1=NN2C(C=C(C=C2)C2=CC=C(C=C2)CC(=O)NC2=CC=C(C=C2)OCC#N)=N1 2-[4-(2-Amino-[1,2,4]triazolo[1,5-a]pyridin-7-yl)phenyl]-N-[4-(cyanomethoxy)phenyl]acetamide